(S)-1-(phenylsulfonyl)pyrrolidine-2-carboxylic acid C1(=CC=CC=C1)S(=O)(=O)N1[C@@H](CCC1)C(=O)O